FC1=CC=C2C3=C(NC2=C1)C(=NC(=C3)C(=O)O)C3=CC=C(C=C3)OCC3=NC=NC=C3 7-fluoro-1-(4-(pyrimidin-4-ylmethoxy)phenyl)-9H-pyrido[3,4-b]indole-3-carboxylic acid